O[C@@H]1[C@@H](O)[C@H](O)[C@@H](O)[C@@H](O1)C(=O)O beta-L-glucopyranoseuronic acid